N1=CC=C(C=C1)C=CN1C=CC2=CC=CC=C12 2-(pyridin-4-yl)vinyl-1H-indole